OCCC(CCCO)O 2-hydroxyethyl-1,4-butanediol